O[C@@H]1[C@@](C[C@H]([C@@]2([C@H]3[C@]([C@H]1C)(CCC3=O)CC[C@H]2C)C)C(C(=O)[O-])OS(=O)(=O)C2=CC=C(C)C=C2)(C=C)C (3aR,4R,5R,7S,8S,9R,9aS,12R)-8-hydroxy-4,7,9,12-tetramethyl-3-oxo-7-vinyldecahydro-4,9a-propanocyclopenta[8]annulen-5-yl-2-(tosyloxy)acetate